N,N-di(N-butyl)aminoethyl-methacrylamide C(CCC)NN(C(C(=CCC)C)=O)NCCCC